(S)-3-((4-amino-2-(5-amino-5,7-dihydrospiro[cyclopenta[b]pyridin-6,4'-piperidin]-1'-yl)-1-methyl-6-oxo-1,6-dihydropyrimidin-5-yl)thio)-2-chlorobenzonitrile NC=1N=C(N(C(C1SC=1C(=C(C#N)C=CC1)Cl)=O)C)N1CCC2(CC1)[C@@H](C=1C(=NC=CC1)C2)N